(R)-N-(5-(5-(6-(3-cyanopyrrolo[1,2-b]pyridazin-7-yl)-4-(isopropylamino)pyridin-3-yl)-1,3,4-thiadiazol-2-yl)-5-azaspiro[2.4]hept-7-yl)acetamide Ethylacetate C(C)OC(C)=O.C(#N)C1=CC=2N(N=C1)C(=CC2)C2=CC(=C(C=N2)C2=NN=C(S2)N2CC1(CC1)[C@H](C2)NC(C)=O)NC(C)C